6-(4-((1H-indazol-5-yl)amino)pyrimidin-2-yl)-N-(pyridazin-4-yl)-1H-pyrrolo[3,2-b]pyridine-2-carboxamide N1N=CC2=CC(=CC=C12)NC1=NC(=NC=C1)C=1C=C2C(=NC1)C=C(N2)C(=O)NC2=CN=NC=C2